2,3-diethyl-4-(9-phenyl-9H-carbazol-3-yl)-9H-indeno[2,1-b]pyridine C(C)C1=C(C(=C2C(=N1)CC=1C=CC=CC12)C=1C=CC=2N(C3=CC=CC=C3C2C1)C1=CC=CC=C1)CC